COC(=O)C1(CC(=CCC1)Br)C(=O)O 3-bromo-3-cyclohexene-1,1-dicarboxylic acid methyl ester